CC1(OC2=C(C1)C=C(C=C2)C2=CC=CN1C2=NS(CC1)(=O)=O)C 9-(2,2-dimethyl-2,3-dihydro-1-benzofuran-5-yl)-3,4-dihydropyrido[2,1-c][1,2,4]thiadiazine 2,2-dioxide